COC=1C=C2C=CN=NC2=CC1B1OC(C(O1)(C)C)(C)C 6-methoxy-7-(4,4,5,5-tetramethyl-1,3,2-dioxaborolan-2-yl)cinnoline